3-[[4-[3-fluoro-5-isobutyl-2-(2H-tetrazol-5-yl)phenyl]-2-methyl-piperazin-1-yl]-methyl]pyridazine FC=1C(=C(C=C(C1)CC(C)C)N1CC(N(CC1)CC=1N=NC=CC1)C)C=1N=NNN1